C(=O)O.N[C@@H]1CC=CC[C@H]1C1=C(C2=NC(=CC(=C2S1)NC\C=C\C)Cl)Br 2-((1r,6r)-6-aminocyclohex-3-en-1-yl)-3-bromo-N-((E)-but-2-en-1-yl)-5-chlorothieno[3,2-b]pyridin-7-amine formate salt